tert-Butyl 2-(difluoromethyl)-3-(3,5-difluorophenyl)-7-methyl-2,4,5,7-tetrahydro-6H-pyrazolo[3,4-c]pyridine-6-carboxylate FC(N1N=C2C(N(CCC2=C1C1=CC(=CC(=C1)F)F)C(=O)OC(C)(C)C)C)F